N-cyclooctyl-pyridine C1(CCCCCCC1)N1CC=CC=C1